C1(CCCCC1)C1=NOC(C1)C(=O)N[C@@H](CC(C)C)B1O[C@@]2([C@H](O1)C[C@H]1C([C@@H]2C1)(C)C)C 3-cyclohexyl-N-((R)-3-methyl-1-((3aS,4S,6S,7aR)-3a,5,5-trimethylhexahydro-4,6-methanobenzo[d][1,3,2]dioxaborol-2-yl)butyl)-4,5-dihydroisoxazol-5-carboxamide